CC=1C=NC=CC1NC=1C=NC=2CC(NC(C2C1)([2H])[2H])([2H])[2H] N-(3-methylpyridin-4-yl)-5,6,7,8-tetrahydro-1,6-naphthyridin-5,5,7,7-d4-3-amine